FC(C(=O)O)(F)F.NCCOC1=C(C(=NC=C1)NC1=CC=C(C=C1)C(F)(F)F)C1=NOC(N1)=O 3-[4-(2-aminoethoxy)-2-[4-(trifluoromethyl)anilino]-3-pyridyl]-4H-1,2,4-oxadiazol-5-one, trifluoroacetate salt